(S)-1-cyano-N-(1-(6-methylpyridin-2-yl)-1H-imidazol-4-yl)pyrrolidine-3-carboxamide C(#N)N1C[C@H](CC1)C(=O)NC=1N=CN(C1)C1=NC(=CC=C1)C